((2R,5S)-4-(1-(5-amino-4H-1,2,4-triazol-3-yl)piperidin-4-yl)-5-(4-chlorobenzyl)-morpholin-2-yl)(pyrrolidin-1-yl)methanone 2,2,2-trifluoroacetate FC(C(=O)O)(F)F.NC=1NC(=NN1)N1CCC(CC1)N1C[C@@H](OC[C@@H]1CC1=CC=C(C=C1)Cl)C(=O)N1CCCC1